(1S,2R,3S,4S,6R)-6-hydroxy-3-(pyridin-4-yl)-N-(3-(trifluoromethyl)phenyl)-7-Oxabicyclo[2.2.1]Heptane-2-carboxamide O[C@@H]1C[C@H]2[C@@H]([C@H]([C@@H]1O2)C(=O)NC2=CC(=CC=C2)C(F)(F)F)C2=CC=NC=C2